isobutyl 4-(hexyl(isobutoxycarbonyl)amino)-2-methyl-5-phenylpentanoate C(CCCCC)N(C(CC(C(=O)OCC(C)C)C)CC1=CC=CC=C1)C(=O)OCC(C)C